2-[4-(1-{[tert-butyl(dimethyl)silyl]oxy}cyclopropyl)phenyl]-4-[4-fluoro-2-(2,2,2-trifluoroethoxy)phenyl]-2,3-dihydro-1H-pyrrolo[3,4-c]pyridin-1-one [Si](C)(C)(C(C)(C)C)OC1(CC1)C1=CC=C(C=C1)N1CC=2C(=NC=CC2C1=O)C1=C(C=C(C=C1)F)OCC(F)(F)F